vinylidene-ethylene trifluoride [F-].[F-].[F-].C(=C)=C=C